Racemic-6-(3-(3-((1-phenylethyl)sulfinyl)propanoyl)-3,8-diazabicyclo[3.2.1]octan-8-yl)nicotinonitrile C1(=CC=CC=C1)C(C)S(=O)CCC(=O)N1CC2CCC(C1)N2C2=NC=C(C#N)C=C2